2-(3-((2-Ethyl-4-oxo-7,8-dihydro-4H-pyrano[4,3-d]pyrimidin-3(5H)-yl)methyl)Isoxazol-5-yl)-5-fluoro-4-methoxybenzonitrile C(C)C=1N(C(C2=C(N1)CCOC2)=O)CC2=NOC(=C2)C2=C(C#N)C=C(C(=C2)OC)F